IRIDIUM DISELENIDE [Ir](=[Se])=[Se]